2-(2-(3-(2-(benzyloxy)ethyl)-2,2-dimethylcyclopropyl)ethyl)-1,3-dioxolane C(C1=CC=CC=C1)OCCC1C(C1CCC1OCCO1)(C)C